C(C)(C)(C)C1N(CC12CC(C2)[C@H](C)N[S@](=O)C(C)(C)C)C(=O)O tert-butyl-6-[(1S)-1-{[(R)-2-methylpropane-2-sulfinyl]amino}ethyl]-2-azaspiro[3.3]heptane-2-carboxylic acid